CC1(CN=CC=C1)NC(=O)C1=CC2=CC=C(C=C2C=C1)C(=O)NC1(CN=CC=C1)C N,N'-bis(3-methylpyridine-3-yl)-2,6-naphthalenebisamide